NC1=C(C(N(C2=CC(=CC=C12)Br)CC1=CC=CC=C1)=O)C(=O)OC methyl 4-amino-1-benzyl-7-bromo-2-oxo-1,2-dihydroquinoline-3-carboxylate